C(CC(C)C)(=O)[O-] Isopentanoate